ethyl (Z)-2-azido-3-(4-chloro-5-methylthiophen-2-yl)acrylate N(=[N+]=[N-])\C(\C(=O)OCC)=C/C=1SC(=C(C1)Cl)C